ClC1=CC2=C(N(C(N=C2N2[C@H](CN(CC2)C(C=C)=O)C)=O)C2=C(C=CC=C2C)CC)N=C1C1=C(C=CC=C1O)F (P)-6-chloro-1-(2-ethyl-6-methylphenyl)-7-(2-fluoro-6-hydroxyphenyl)-4-((2S)-2-methyl-4-(2-propenoyl)-1-piperazinyl)pyrido[2,3-d]pyrimidin-2(1H)-one